C(C)(C)N1C(=NC(=C1)C(F)(F)F)C1=CC=C(CNNC(=O)OC(C)(C)C)C=C1 tert-butyl 2-(4-(1-isopropyl-4-(trifluoromethyl)-1H-imidazol-2-yl)benzyl)hydrazine-1-carboxylate